4,4'-[oxybis(3,1-phenyleneoxy)]dianiline O(C=1C=C(C=CC1)OC1=CC=C(N)C=C1)C=1C=C(C=CC1)OC1=CC=C(N)C=C1